N,3'-dimethyl-2'-benzenesulfonyl-1,1'-biphenyl-2-carboxamide CNC(=O)C=1C(=CC=CC1)C1=C(C(=CC=C1)C)S(=O)(=O)C1=CC=CC=C1